(9H-fluoren-9-yl)methyl (S)-(2-((3-((4,11-diethyl-4-hydroxy-3,14-dioxo-3,4,12,14-tetrahydro-1H-pyrano[3',4':6,7]indolizino[1,2-b]quinolin-9-yl)oxy)propyl)amino)-2-oxoethyl)carbamate C(C)[C@]1(C(OCC=2C(N3CC=4C(=NC=5C=CC(=CC5C4CC)OCCCNC(CNC(OCC4C5=CC=CC=C5C=5C=CC=CC45)=O)=O)C3=CC21)=O)=O)O